ClC=1C(=NC(=NC1)NC=1C=NC(=CC1)N1CCC(CC1)N1CCN(CC1)C)NC1=C(C=CC=C1)S(=O)(=O)NC 2-((5-chloro-2-((6-(4-(4-methylpiperazin-1-yl)piperidin-1-yl)pyridin-3-yl)amino)pyrimidine-4-yl)amino)-N-methylbenzenesulfonamide